C(C=CC(=O)O)(=O)O 2-butendioic acid